CN(C1N(CC(NC1)C(=O)C=1NC2=CC=CC=C2C1)C1=NC=CC=C1NC(C)C)S(=O)(=O)C 5-[N-(methyl)methylsulfonylamino]-2-indolylcarbonyl-4-[3-(isopropylamino)-2-pyridinyl]piperazine